S1C=NC=C1COC(N)=O Carbamic acid 1,3-thiazol-5-ylmethyl ester